tert-butyl 6-hydroxy-8-methoxy-2,2-dioxo-2H-1,2λ6,3-benzoxathiazine-3(4H)-carboxylate OC=1C=C(C2=C(CN(S(O2)(=O)=O)C(=O)OC(C)(C)C)C1)OC